C(C)(C)(C)OC(=O)N1CCC(CC1)C1=CC=CC2=C1NC(O2)(C(F)(F)F)C2=NC=C(C=C2)Cl 4-(2-(5-chloropyridin-2-yl)-2-(trifluoromethyl)-2,3-dihydrobenzo[d]oxazol-4-yl)piperidine-1-carboxylic acid tert-butyl ester